1-[[7-[6-chloro-1-[(3R,5S)-5-(hydroxymethyl)-5-methyl-pyrrolidin-3-yl]-3,4-dihydro-2H-quinolin-8-yl]thieno[3,2-b]pyridin-2-yl]methyl]pyrrolidine-2,5-dione, formic acid salt C(=O)O.ClC=1C=C2CCCN(C2=C(C1)C1=C2C(=NC=C1)C=C(S2)CN2C(CCC2=O)=O)[C@H]2CN[C@](C2)(C)CO